tert-butyl (3-iodocyclobutyl)(methyl)carbamate IC1CC(C1)N(C(OC(C)(C)C)=O)C